O=C1[C@H](CCCC[C@@H]2N1[C@@H](CC2)C(=O)N2CC(CC2)C=2C=NC=CC2)NC(=O)C2=CC=C1C=CC(=CC1=C2)CP(=O)(OC2=CC=CC=C2)N[C@@H](C)C(=O)OCCC propyl (((7-(((3S,6S,10aS)-5-oxo-3-(3-(pyridin-3-yl)pyrrolidine-1-carbonyl)decahydro pyrrolo[1,2-a]azocin-6-yl)carbamoyl) naphthalen-2-yl)methyl)(phenoxy) phosphoryl)-L-alaninate